C1(CC1)C1=NN(C2=CC(=CC=C12)C1=CC(=NC=C1)N)C1=CC=CC=C1 4-(3-cyclopropyl-1-phenyl-1H-indazol-6-yl)pyridin-2-amine